(2-fluoro-6-methoxyphenyl)-N-(2-(piperidin-4-yl)phenyl)pyrimidine-4-carboxamide FC1=C(C(=CC=C1)OC)C1=NC=CC(=N1)C(=O)NC1=C(C=CC=C1)C1CCNCC1